O(C1=CC=CC=C1)CCNC(=O)N1C=NC2=C1C=C(C=C2)C(F)(F)F N-(2-phenoxyethyl)-6-(trifluoromethyl)-1H-benzo[d]Imidazole-1-carboxamide